FC=1C=C2CN(CC2=CC1)C(=O)NC1=CC=C(C=C1)C1CCN(CC1)C(C(C)(C)OCCOCCOC)=O 5-FLUORO-N-(4-(1-(2-(2-(2-METHOXY-ETHOXY)ETHOXY)-2-METHYLPROPANOYL)PIPERIDIN-4-YL)PHENYL)ISOINDOLINE-2-CARBOXAMIDE